CC1=C[C@@H]2[C@H](C(OC=3C=C(C=C(C23)O)CCCCC)(C([2H])([2H])[2H])C([2H])([2H])[2H])CC1 (6aR,10aR)-9-methyl-6,6-bis(methyl-d3)-3-pentyl-6a,7,8,10a-tetrahydro-6H-benzo[c]chromen-1-ol